CN(C(C)=O)C1CCN(CC1)C(=O)C1=CC=C2C(=CC(OC2=C1)=O)C1=C(C=CC=C1)C N-methyl-N-(1-(2-oxo-4-(o-tolyl)-2H-chromene-7-carbonyl)piperidin-4-yl)acetamide